1-ethyl-3-(1-((4-(2-methyl-6-(1H-pyrazol-1-yl)pyridin-3-yl)piperazin-1-yl)methyl)-1H-1,2,3-triazol-4-yl)urea C(C)NC(=O)NC=1N=NN(C1)CN1CCN(CC1)C=1C(=NC(=CC1)N1N=CC=C1)C